CC([C@H](N)C(=O)O)C1=CNC2=CC(=CC=C12)C β-Methyl-6-methyltryptophan